C1(CCCC1)C(N1C=C(C=2C1=NC=C(C2)C=2C(=NOC2C)C)C2=CC=C(C#N)C=C2)C2=NC=CC=C2 4-(1-(cyclopentyl(pyridin-2-yl)methyl)-5-(3,5-dimethylisoxazol-4-yl)-1H-pyrrolo[2,3-b]pyridin-3-yl)benzonitrile